O=C1OCCN1 (4R)-2-oxooxazolidine